NC1(C(CCC(C1)CCB(O)O)CN)C(=O)O 1-amino-2-(aminomethyl)-5-(2-boronoethyl)cyclohexane-1-carboxylic acid